BrC1=CC(=C(S1)C(=O)OC)NC=1SC(=C(N1)C1=CC(=C(C=C1)Cl)Cl)CC(C)C methyl 5-bromo-3-((4-(3,4-dichlorophenyl)-5-isobutylthiazol-2-yl)amino)thiophene-2-carboxylate